2-(3-(p-hydroxyphenyl)-propionamido)-benzoic acid arginine salt N[C@@H](CCCNC(N)=N)C(=O)O.OC1=CC=C(C=C1)CCC(=O)NC1=C(C(=O)O)C=CC=C1